S1C2=C(C=C1)C(=CC=C2)N2CCN(CC2)CCCCOC2=CC=C1C=CC(N(C1=C2)COC(C(CCC)(C)C)=O)=O 2,2-Dimethylpentanoic acid 7-[4-(4-benzo[b]thiophen-4-ylpiperazin-1-yl)butoxy]-2-oxo-2H-quinolin-1-ylmethyl ester